(S,R) or (S,S)-4-(2-hydroxypropan-2-yl)-N'-((3-methyl-1,2,3,5,6,7-hexahydrodicyclopenta[b,e]pyridin-8-yl)carbamoyl)thiophene-2-sulfonimidamide OC(C)(C)C=1C=C(SC1)[S@](=O)(N)=NC(NC1=C2C(=NC3=C1CCC3)[C@@H](CC2)C)=O |o1:24|